ClC1=CC=C2C(=N1)N=C(O2)N2CCN(CC2)C(=O)C=2C=NC(=C(C2)F)C2=CN=NN2CC(C)(C)C (4-(5-chlorooxazolo[4,5-b]pyridin-2-yl)piperazin-1-yl)(5-fluoro-6-(1-neopentyl-1H-1,2,3-triazol-5-yl)pyridin-3-yl)methanone